tetra-sodium N,N-bis(carboxymethyl)-L-glutamate C(=O)(O)CN([C@@H](CCC(=O)[O-])C(=O)[O-])CC(=O)O.[Na+].[Na+].[Na+].[Na+].C(=O)(O)CN([C@@H](CCC(=O)[O-])C(=O)[O-])CC(=O)O